adipimidate C(CCCCC([O-])=N)([O-])=N